C(CCC)OC(=C)C1=C(C(=C(C=C1OCC)[C@@H](C)NC(OC(C)(C)C)=O)C)OCC tert-butyl {(1R)-1-[4-(1-butoxyethenyl)-3,5-diethoxy-2-methylphenyl]ethyl}carbamate